FC(C(C(F)(F)F)F)(F)F 1,1,1,2,3,3,3-heptafluoro-propane